FC1=C(CC2=CC(=CC=3N2N=CN3)C)C=CC(=C1)OC(F)(F)F 5-(2-fluoro-4-(trifluoromethoxy)benzyl)-7-methyl-[1,2,4]triazolo[1,5-a]pyridine